(((4S,6R)-9-(5-(2-hydroxy-prop-2-yl)pyrazin-2-yl)-4-methyl-8-oxo-7-oxa-9-azadispiro[2.2.46.23]dodecane-4-yl)methyl)-1H-benzo[d]imidazole-6-carbonitrile OC(C)(C)C=1N=CC(=NC1)N1C(O[C@]2(C[C@](C3(CC3)CC2)(C)CN2C=NC3=C2C=C(C=C3)C#N)C1)=O